2-Cyano-3-cyclopropyl-3-hydroxy-N-(3-methyl-4-nitro-phenyl)-thioacrylamid C(#N)C(C(=S)NC1=CC(=C(C=C1)[N+](=O)[O-])C)=C(O)C1CC1